N-[(6-Amino-2-pyridyl)sulfonyl]-6-(3-fluoro-5-isobutoxyphenyl)-2-(2,4,6-trimethylphenoxy)pyridin-3-carboxamid NC1=CC=CC(=N1)S(=O)(=O)NC(=O)C=1C(=NC(=CC1)C1=CC(=CC(=C1)OCC(C)C)F)OC1=C(C=C(C=C1C)C)C